N-((3R,4S)-1-(5-(6-ethoxy-1H-pyrazolo[3',4':3,4]pyrazolo[1,5-a]pyridin-4-yl)pyridin-2-yl)-3-hydroxypiperidin-4-yl)-1-fluorocyclopropane-1-carboxamide C(C)OC=1C=C(C=2N(C1)N=C1C2C=NN1)C=1C=CC(=NC1)N1C[C@H]([C@H](CC1)NC(=O)C1(CC1)F)O